1-bromo-3-[cyclobutylmethyl-(methyl)phosphoryl]benzene BrC1=CC(=CC=C1)P(=O)(C)CC1CCC1